FC=1C(=NC=CC1)C1=CN=C(S1)NC1=CC2=C(C=N1)N=CN2CCC2(N(CCC2O)C(C=C)=O)C(=O)N [2-[6-[[5-(3-fluoro-2-pyridyl)thiazol-2-yl]amino]imidazo[4,5-c]pyridin-1-yl]ethyl]-3-hydroxy-1-prop-2-enoyl-pyrrolidine-2-carboxamide